(2R,5S)-4-((5-chloro-3-fluoropyridin-2-yl)methyl)-2,5-dimethylpiperazine-1-carboxylic acid tert-butyl ester C(C)(C)(C)OC(=O)N1[C@@H](CN([C@H](C1)C)CC1=NC=C(C=C1F)Cl)C